B(OCC=C(C)C)([O-])[O-] Prenyl borate